FC(C=1C=C(C=C(C1)C(F)(F)F)C(C(=O)N(C)C=1C(=CC(=NC1)N1CC[N+](CC1)(COP(=O)(O)O)C)C1=C(C=CC=C1)C)(C)C)(F)F 4-(5-(2-(3,5-bis(trifluoromethyl)phenyl)-N,2-dimethylpropionamido)-4-(o-tolyl)pyridin-2-yl)-1-methyl-1-((phosphonooxy)methyl)piperazin-1-ium